1,3-bis-(2,6-dimethylphenyl)-2-iodoimidazolium bromide [Br-].CC1=C(C(=CC=C1)C)N1C(=[N+](C=C1)C1=C(C=CC=C1C)C)I